1,4-dihydro-4-oxo-pyridine-3-carboxylic acid O=C1C(=CNC=C1)C(=O)O